ClC1=NC=C(C(=N1)O[C@@H](C)C1=CC=C(C=C1)C=1N(C=C(N1)C(F)(F)F)CC)OC |o1:8| Rel-2-chloro-5-methoxy-4-[(1S)-1-[4-[1-ethyl-4-(trifluoromethyl)imidazol-2-yl]phenyl]ethoxy]pyrimidine